(R)-3-n-butylphthalide C(CCC)[C@H]1OC(=O)C2=CC=CC=C12